C(C)(C)(C)[Si](O[C@H]1C=2C=C(C=C(C2C(=CC1)C1=C2C[C@H]([C@H](C2=C(C(=C1)Cl)S(=O)(=O)C)OCOC)F)C#N)F)(C)C (5R)-5-[tert-butyl-(dimethyl)silyl]oxy-8-[(1S,2R)-6-chloro-2-fluoro-1-(methoxymethoxy)-7-methylsulfonyl-2,3-dihydro-1H-inden-4-yl]-3-fluoro-5,6-dihydronaphthalene-1-carbonitrile